tert-butyl (4-vinyl-2,3-dihydrobenzofuran-3-yl)carbamate C(=C)C1=CC=CC2=C1C(CO2)NC(OC(C)(C)C)=O